1-{1-[5-Chloro-2-methoxy-4-methyl-3-(1-methylpiperidin-4-yl)phenyl]ethyl}-3-methyl-1H-pyrazolo[3,4-d]pyrimidin-4-amine ClC=1C(=C(C(=C(C1)C(C)N1N=C(C=2C1=NC=NC2N)C)OC)C2CCN(CC2)C)C